COC1=N[C@H](COC1)C (S)-5-methoxy-3-methyl-3,6-dihydro-2H-1,4-oxazine